5-amino-N-(1-cyclopropylethyl)-N-(6-(trifluoromethyl)-2,3-dihydrobenzofuran-3-yl)benzo[c][2,6]naphthyridin-9-carboxamide NC1=NC2=C(C3=CN=CC=C13)C=C(C=C2)C(=O)N(C2COC1=C2C=CC(=C1)C(F)(F)F)C(C)C1CC1